FC=1C=C(C=CC1C)N1N=C2N=CN=C(C2=C1)N1C[C@H](NCC1)C(=O)NCC1=CC2=C(SC=C2F)C=C1 (S)-4-(2-(3-fluoro-4-methylphenyl)-2H-pyrazolo[3,4-d]pyrimidin-4-yl)-N-((3-fluorobenzo[b]thiophen-5-yl)methyl)piperazine-2-carboxamide